CC1(CN(CCOC1)C=1C2=C(N=C(N1)OC[C@]13CCCN3C[C@@H](C1)F)C(=C(N=C2)C2=CC(=CC1=CC=C(C(=C21)C#C)F)O)F)C 4-(4-(6,6-dimethyl-1,4-oxazepan-4-yl)-8-fluoro-2-(((2R,7aS)-2-fluorotetrahydro-1H-pyrrolizin-7a(5H)-yl)methoxy)pyrido[4,3-d]pyrimidin-7-yl)-5-ethynyl-6-fluoro-naphthalen-2-ol